C1(=CC=CC=2SC3=CC=CC=C3SC12)C1=CC(C=CO1)=O 6-(thianthren-1-yl)-4H-pyran-4-one